C(C)(C)(C)OC(=O)N1CCC(CC1)C=1C=NC=C(C1)N 4-(5-Aminopyridin-3-yl)piperidine-1-carboxylic acid tert-butyl ester